(R)-2-{1,1-dimethyl-2-[(1r,4R)-4-(methylaminosulfonyl)cyclohexyl]ethylamino}-1-(m-fluorophenyl)-1-ethanol CC(CC1CCC(CC1)S(=O)(=O)NC)(C)NC[C@H](O)C1=CC(=CC=C1)F